FC(N1N=NC(=C1)C(=O)OC)F methyl 1-(difluoromethyl)-1H-1,2,3-triazole-4-carboxylate